BrC1=CC(=CC(=N1)N1[C@@H]2C[C@H]2CC1)OC (1R,3S,5R)-N-(6-bromo-4-methoxypyridin-2-yl)-2-azabicyclo[3.1.0]hexane